5-Amino-N-(3-chloro-4-fluorophenyl)-3-(4-(4-isopropoxyphenyl)cyclopent-1-en-1-yl)-1-methyl-1H-pyrazole-4-carboxamide NC1=C(C(=NN1C)C1=CCC(C1)C1=CC=C(C=C1)OC(C)C)C(=O)NC1=CC(=C(C=C1)F)Cl